COC1(COC1)OC=1C=C(C(=O)O)C=C(C1)C=1SC(=CN1)C 3-[(3-Methyloxyoxetan-3-yl)oxy]-5-(5-methyl-1,3-thiazol-2-yl)benzoic acid